[Cl-].FC1(CC(C1)C1=C(C=C(C=C1)[C@H](C1=CC=CC=C1)NC(=O)[C@H]1[NH2+]C[C@@H](C1)F)F)F (2S,4R)-2-(((S)-(4-(3,3-difluorocyclobutyl)-3-fluorophenyl)(phenyl)methyl)carbamoyl)-4-fluoropyrrolidin-1-ium chloride